2-methylbutanoic acid [(Z)-hex-3-enyl] ester C(C\C=C/CC)OC(C(CC)C)=O